C[N+]1(CCC[C@H]1C2=CN=CC=C2)[O-] The molecule is a nicotine N(1')-oxide resulting from the oxidation of the pyrrolidine nitrogen of (S)-nicotine; major species at pH 7.3. It derives from a (S)-nicotine.